COC1=C(C=CC(=C1)CCC(=O)/C=C/CCC2=CC=C(C=C2)O)O The molecule is a diarylheptanoid that is (4E)-4-hepten-3-one substituted by a 4-hydroxy-3-methoxyphenyl group at position 1 and a 4-hydroxyphenyl group at position 7 respectively. It has been isolated from the rhizomes of Curcuma kwangsiensis. It has a role as a plant metabolite. It is a diarylheptanoid, an enone and a member of guaiacols.